C(C)(C)(C)OC(=O)N=C(NC1=CC=C(C=N1)N1CCOCC1)NC(=O)OC(C)(C)C 4-(6-(2,3-bis(tert-butoxycarbonyl)guanidino)pyridin-3-yl)morpholine